C(CC)C1=CC(NC(N1)=S)=O 6-n-propyl-2-thiouracile